6-nitro-3-[3-(trifluoromethyl)anilino]indan-1-one [N+](=O)([O-])C1=CC=C2C(CC(C2=C1)=O)NC1=CC(=CC=C1)C(F)(F)F